(S)-N-(5-(2-(1-cyclopropylethyl)-4-(ethylsulfonyl)-3-oxo-2,3-dihydro-1H-pyrrolo[3,4-c]pyridin-6-yl)-4-methylthiazol-2-yl)acetamide C1(CC1)[C@H](C)N1C(C=2C(=NC(=CC2C1)C1=C(N=C(S1)NC(C)=O)C)S(=O)(=O)CC)=O